Methyl (2S)-4-[(2-{[2-(dimethylamino)ethyl]amino}-2-oxoethyl)sulfanyl]-2-(3-{methyl[(13C)methyl]amino}propanamido)butanoate CN(CCNC(CSCC[C@@H](C(=O)OC)NC(CCN([13CH3])C)=O)=O)C